C(C)N1CCC(CC1)C1(OC2=C(O1)C(=CC(=C2C)C(=O)NCC=2C(NC(=CC2SC)C)=O)C=2C=NC(=NC2)N2CCOCC2)C 2-(1-ethylpiperidin-4-yl)-2,4-dimethyl-N-((6-methyl-4-(methylthio)-2-oxo-1,2-dihydropyridin-3-yl)methyl)-7-(2-morpholinopyrimidin-5-yl)benzo[d][1,3]dioxole-5-carboxamide